6-Chloro-3-[(1R)-1-[2-[2-(2-hydroxyethyl)indazol-5-yl]-3,6-dimethyl-4-oxo-chromen-8-yl]ethoxy]-N-methoxy-pyridine-2-carboxamide ClC1=CC=C(C(=N1)C(=O)NOC)O[C@H](C)C=1C=C(C=C2C(C(=C(OC12)C1=CC2=CN(N=C2C=C1)CCO)C)=O)C